2-cyclopropyl-4-((trimethylsilyl)ethynyl)pyridine C1(CC1)C1=NC=CC(=C1)C#C[Si](C)(C)C